Cholestane CC(C)CCC[C@@H](C)[C@H]1CC[C@H]2[C@@H]3CCC4CCCC[C@]4(C)[C@H]3CC[C@]12C